1-(2-chlorophenyl)-7-cyclopropyl-4-((oxazol-5-ylmethyl)amino)quinazolin-2(1H)-one ClC1=C(C=CC=C1)N1C(N=C(C2=CC=C(C=C12)C1CC1)NCC1=CN=CO1)=O